2-[[3-bromo-5-(2-isopropylphenyl)pyrazolo[4,3-d]pyrimidin-1-yl]methoxy]ethyl-trimethyl-silane BrC1=NN(C2=C1N=C(N=C2)C2=C(C=CC=C2)C(C)C)COCC[Si](C)(C)C